BrC1=C2C=C(N(C2=CC=C1)CC(F)(F)F)C(=O)O 4-bromo-1-(2,2,2-trifluoroethyl)-1H-indole-2-carboxylic acid